NC(C(C(=O)O)C)C=1C=NC(=CC1)C(F)(F)F 3-amino-2-methyl-3-[6-(trifluoromethyl)-3-pyridyl]propanoic acid